4-[1-(4-fluorophenyl)-4-hydroxy-2-[1-(2-methoxyacetyl)-3-piperidyl]indol-3-yl]benzoic acid FC1=CC=C(C=C1)N1C(=C(C2=C(C=CC=C12)O)C1=CC=C(C(=O)O)C=C1)C1CN(CCC1)C(COC)=O